2,4-DIMETHYLPYRIMIDINE-5-CARBALDEHYDE CC1=NC=C(C(=N1)C)C=O